N-(5-(5-cyano-3H-spiro[isobenzofuran-1,4'-piperidin]-1'-ylcarbonyl)-2-methylphenyl)-6-(isopropylamino)nicotinamide racemic-3-hydroxybutyrate O[C@@H](CC(=O)O)C.C(#N)C=1C=C2COC3(CCN(CC3)C(=O)C=3C=CC(=C(C3)NC(C3=CN=C(C=C3)NC(C)C)=O)C)C2=CC1 |r|